(2-azaspiro[3.3]heptan-6-yl)-5-methylsulfonyl-furan-2-carboxamide C1NCC12CC(C2)C2=C(OC(=C2)S(=O)(=O)C)C(=O)N